tert-butyl ((5-hydroxy-7,9-dihydro-6H-[1,3]dioxolo[4,5-h]isochromen-9-yl)methyl)(methyl)carbamate OC=1C=2CCOC(C2C2=C(C1)OCO2)CN(C(OC(C)(C)C)=O)C